4,4'-butylidene-bis(4-methyl-6-tert-butylphenol) C(CCC)(C1(CC=C(C(=C1)C(C)(C)C)O)C)C1(CC=C(C(=C1)C(C)(C)C)O)C